2-((4-chlorobenzyl)thio)benzo[d]oxazole-4-carboxylic acid ClC1=CC=C(CSC=2OC=3C(N2)=C(C=CC3)C(=O)O)C=C1